C(CC#C)C1(N=N1)CCC(=O)N1CCN(CC1)C1=NC(=NC(=C1)N1C=NC(=C1C)C)C 3-(3-(but-3-yn-1-yl)-3H-diazirin-3-yl)-1-(4-(6-(4,5-dimethyl-1H-imidazol-1-yl)-2-methylpyrimidin-4-yl)piperazin-1-yl)propan-1-one